C(#N)C1=C(N(N=C1C1=C(C=C(C(=C1)F)CC(=O)NC1=CC(=NO1)CC(C)(C)C)F)C(C)C)NC(OC(C)(C)C)=O tert-Butyl N-[4-cyano-5-[4-[2-[[3-(2,2-dimethylpropyl)isoxazol-5-yl]amino]-2-oxoethyl]-2,5-difluorophenyl]-2-isopropyl-pyrazol-3-yl]carbamate